2-chloro-6-(ethylthio)pyridine ClC1=NC(=CC=C1)SCC